2-[(6-iodo-3-methyl-1H-indazol-1-yl)methyl]-3-methylbenzonitrile IC1=CC=C2C(=NN(C2=C1)CC1=C(C#N)C=CC=C1C)C